ClC1=C(C=C2C(=NC=3N(C2=C1)C=NN3)N(C)C3=CC(=CC=C3)F)F 8-chloro-7-fluoro-N-(3-fluorophenyl)-N-methyl-[1,2,4]triazolo[4,3-a]quinazolin-5-amine